ClC1=CC2=C(C=C3N2C(=NN(C3=O)CC(=O)NC3CC2(COC2)C3)C(C)C)S1 2-(2-Chloro-5-isopropyl-8-oxothieno[2',3':4,5]pyrrolo[1,2-d][1,2,4]triazin-7(8H)-yl)-N-(2-oxaspiro[3.3]heptan-6-yl)acetamid